NCCCNC(=O)C1=CN(CCS1)C=1C2=C(N=CN1)NC=C2 N-(3-aminopropyl)-4-(7H-pyrrolo[2,3-d]pyrimidin-4-yl)-3,4-dihydro-2H-1,4-thiazine-6-carboxamide